5-Iodo-7-methyl-3-(2,2,2-trifluoroethyl)-3,7-dihydro-4H-pyrrolo[2,3-d]pyrimidin-4-one IC1=CN(C=2N=CN(C(C21)=O)CC(F)(F)F)C